C1(=CC=CC=C1)S benzenethiol